O=C1NC(CCC1C1=COC2=C1C=C(C=C2)NC(CCCCCCNC2CC1(C2)CCC1)=O)=O N-(3-(2,6-dioxopiperidin-3-yl)benzofuran-5-yl)-7-(spiro[3.3]heptane-2-ylamino)heptanamide